1-Ethyl-4-hydroxy-3-n-propyl-5-isopropyl-pyrazol C(C)N1N=C(C(=C1C(C)C)O)CCC